6-methyl-4-(1-(2-(methylthio)ethyl)-2-oxo-5-phenyl-1,2-dihydropyridin-4-yl)-2-(1-(trifluoromethyl)-1H-pyrazol-4-yl)-1,6-dihydro-7H-pyrrolo[2,3-c]pyridin-7-one CN1C(C2=C(C(=C1)C1=CC(N(C=C1C1=CC=CC=C1)CCSC)=O)C=C(N2)C=2C=NN(C2)C(F)(F)F)=O